FC(C1=CC=CC(=N1)NC(=O)C1=CC2=CN(N=C2C=C1OC(C)C)C[C@@H]1COCC1)F (R)-N-(6-(difluoromethyl)pyridin-2-yl)-6-isopropoxy-2-((tetrahydrofuran-3-yl)methyl)-2H-indazole-5-carboxamide